C1(=CC=CC=C1)C1=CC(=C(C(=O)[O-])C=C1)C(C)C1=C(C(=O)[O-])C=CC(=C1)C1=CC=CC=C1 4,4'-diphenyl-ethylidenebisbenzoate